N-(3-(azepan-1-yl)-4-(4-(2-(4,4-difluoropiperidin-1-yl)-6-methylpyrimidin-4-yl)-1H-1,2,3-triazol-1-yl)phenyl)-2-hydroxyethane-1-sulfonamide N1(CCCCCC1)C=1C=C(C=CC1N1N=NC(=C1)C1=NC(=NC(=C1)C)N1CCC(CC1)(F)F)NS(=O)(=O)CCO